NC1=NC(=C(C=C1C=1C=C2CCNC(C2=CC1F)=O)C1=CC(=C(C=C1)C1CCOCC1)CN(C)CC)F 6-(2-amino-5-(3-((ethyl(methyl)amino)methyl)-4-(tetrahydro-2H-pyran-4-yl)phenyl)-6-fluoropyridin-3-yl)-7-fluoro-3,4-dihydroisoquinolin-1(2H)-one